1-cyclopropyl-5-((dimethylamino)methyl)-N,N-bis(4-methoxybenzyl)-1H-pyrazole-3-sulfonamide C1(CC1)N1N=C(C=C1CN(C)C)S(=O)(=O)N(CC1=CC=C(C=C1)OC)CC1=CC=C(C=C1)OC